4-((5-((tert-Butoxycarbonyl)amino)-9,9-dimethyl-7-oxo-3,8-dioxa-4,6-diazadec-5-en-1-yl)amino)-6-oxo-1-(tetrahydro-2H-pyran-4-yl)-1,6-dihydropyridine-3-carboxylic acid lithium [Li].C(C)(C)(C)OC(=O)NC(NOCCNC=1C(=CN(C(C1)=O)C1CCOCC1)C(=O)O)=NC(OC(C)(C)C)=O